ClC=1C=CC(=C(C1)S(=O)(=O)NC1=CC=2C(N3[C@@H](COC2N=C1)C[C@H](C3)O)=O)OC 5-chloro-N-[(8R,9aR)-8-hydroxy-5-oxo-8,9,9a,10-tetrahydro-5H,7H-pyrido[3,2-f]pyrrolo[2,1-c][1,4]oxazepin-3-yl]-2-methoxybenzenesulfonamide